(3R,4S)-1-(6-bromopyrazolo[1,5-a]pyridin-4-yl)-3-cyclopropyl-4-methyl-2-oxopyrrolidine-3-carbonitrile BrC=1C=C(C=2N(C1)N=CC2)N2C([C@]([C@@H](C2)C)(C#N)C2CC2)=O